5-(tert-butyl)-N1,N3-bis(5-(tert-butyl)-[1,1':3',1''-terphenyl]-2-yl)benzene-1,3-diamine C(C)(C)(C)C=1C=C(C=C(C1)NC1=C(C=C(C=C1)C(C)(C)C)C1=CC(=CC=C1)C1=CC=CC=C1)NC1=C(C=C(C=C1)C(C)(C)C)C1=CC(=CC=C1)C1=CC=CC=C1